C1(=CC=CC=C1)OC(=O)N1C(C(C2=CC(=CC=C12)Cl)=C(C=1SC(=CC1)CC1=C(C=CC=C1)C)O)=O 5-chloro-3-(hydroxy(5-(2-methylbenzyl)thiophen-2-yl)methylene)-2-oxoindoline-1-carboxylic acid phenyl ester